BrC1=NC=C(C=C1CO)OC (2-bromo-5-methoxypyridin-3-yl)methanol